FC=1C=CC(=NC1)C(C)NC(=O)C1=C(OC=2N=CN=C(C21)NC2(CC2)C)C N-[1-(5-fluoropyridin-2-yl)ethyl]-6-methyl-4-[(1-methylcyclopropyl)amino]furo[2,3-d]pyrimidine-5-carboxamide